NC1C2=CC=CC=C2CC12CCN(CC2)C2=NC=C(C([C@H]2C)=O)SC2=C(C(=NC=C2)OC)Cl (S)-2-(1-amino-1,3-dihydrospiro[inden-2,4'-piperidin]-1'-yl)-5-((3-chloro-2-methoxypyridin-4-yl)thio)-3-methylpyridin-4(3H)-one